CC(C)(OCC1=CC=CC=C1)OC(C)(C)OCC1=CC=CC=C1 1-methyl-1-benzyloxyethyl ether